CN([C@@H]1[C@H](C[C@H](CC1)C1=CC(=CC=C1)C(F)(F)F)N)C (1S,2S,5S)-N',N'-dimethyl-5-(3-(trifluoromethyl)phenyl)cyclohexane-1,2-diamine